NC1=C(C2=C(S1)C(=CC=C2C=2C1=C(C=3C=NC(=NC3C2Cl)OCC2(CC2)CN2CCC(CC2)=CF)COC1)F)C#N 2-Amino-4-(5-chloro-3-((1-((4-(fluoromethylidene)piperidin-1-yl)methyl)cyclopropyl)methoxy)-7,9-dihydrofuro[3,4-f]quinazolin-6-yl)-7-fluorobenzo[b]thiophene-3-carbonitrile